FC(COC=1C=CC(=NC1)C1=C(N=C2N(C1=O)C=CC=C2)C(F)(F)F)(F)F 3-(5-(2,2,2-trifluoroethoxy)-2-pyridinyl)-2-(trifluoromethyl)-4H-pyrido[1,2-a]pyrimidin-4-one